N-[3-fluoro-4-[7-methoxy-6-(2-methoxyethoxy)pyrido[3,2-d]pyrimidin-4-yl]oxyphenyl]-1-(4-fluorophenyl)-6-methyl-2-oxopyridine-3-carboxamide FC=1C=C(C=CC1OC=1C2=C(N=CN1)C=C(C(=N2)OCCOC)OC)NC(=O)C=2C(N(C(=CC2)C)C2=CC=C(C=C2)F)=O